O=C1NC(CCC1N1C(C2=CC=CC(=C2C1)N(C1CCC(CC1)NC(OC(C)(C)C)=O)CCCCC)=O)=O tert-butyl ((1R,4R)-4-((2-(2,6-dioxopiperidin-3-yl)-1-oxoisoindolin-4-yl)(pentyl)amino)cyclohexyl)carbamate